CNC(CCCN1C(=NC2=C1C=C(C=C2)C(=O)NCCCN2CCN(CC2)C2=CC=CC=C2)C2=CC(=C(C(=C2)OC)OC)OC)=O 1-(4-(methylamino)-4-oxobutyl)-N-(3-(4-phenylpiperazin-1-yl)propyl)-2-(3,4,5-trimethoxyphenyl)-1H-benzo[d]imidazole-6-carboxamide